FC1=C(C=C2C=CC(=NC2=C1)N)N 7-fluoroquinoline-2,6-diamine